2-[2-(2-hydroxyethyl)-pyrazolo[3,4-b]pyridin-6-yl]-3-methyl-5-(trifluoro-methyl)phenol OCCN1N=C2N=C(C=CC2=C1)C1=C(C=C(C=C1C)C(F)(F)F)O